thiophen-2-yl-zinc chloride [Cl-].S1C(=CC=C1)[Zn+]